FC1(CNCCC1NC(OC(C)(C)C)=O)F tert-Butyl 3,3-difluoropiperidin-4-ylcarbamate